BrC1=CC=C(CN(C(OCC2=CC=C(C=C2)NC([C@@H](CC(=O)N)NC(CCC)=O)=O)=O)C)C=C1 (R)-4-(4-amino-2-butyramido-4-oxobutanamido)benzyl (4-bromobenzyl)(methyl)carbamate